NC1=CC=C(C=C1)C1NC=2C=C(C=C(C2C(C1C1=NC=NN1C)=O)C(=O)OC)F methyl 2-(4-aminophenyl)-7-fluoro-3-(1-methyl-1H-1,2,4-triazol-5-yl)-4-oxo-1,2,3,4-tetrahydroquinoline-5-carboxylate